ClC=1C=CC(=C(C1)NC1N(C(=NC(=N1)N)N1CCOCC1)C1=C(C=CC(=C1)Cl)OC)OC N,N1-Bis-(5-chloro-2-methoxyphenyl)-6-morpholin-4-yl-[1,3,5]triazine-2,4-diamine